5-chloro-4-[(3R)-3-ethylmorpholin-4-yl]-2-(2-fluoro-4-pyridinyl)-1H-pyrimidin-6-one ClC1=C(N=C(NC1=O)C1=CC(=NC=C1)F)N1[C@@H](COCC1)CC